FC1=C(C=C(C(=C1)F)F)NC 2,4,5-trifluorophenyl-methylamine